BrCC1=C(C#N)C=CC(=C1)[N+](=O)[O-] 2-(bromomethyl)-4-nitrobenzonitrile